3',6'-diaminospiro[isoindoline-1,9'-xanthen]-3-one NC=1C=CC=2C3(C4=CC=C(C=C4OC2C1)N)NC(C1=CC=CC=C13)=O